CC=1C(=C2C=NNC2=CC1)C=1C=C2C3=C(N=CN=C3C1)N1[C@@H](CO2)CN(CC1)C(C=C)=O 1-[(8aR)-5-(5-Methyl-1H-indazol-4-yl)-8a,9,11,12-tetrahydropyrazino[2',1':3,4][1,4]oxazepino[5,6,7-de]quinazolin-10(8H)-yl]prop-2-en-1-one